[Si](C)(C)(C(C)(C)C)OC[C@H](CO)NC(OC(C)(C)C)=O Tert-butyl N-[(1S)-1-[[tert-butyl(dimethyl)silyl]oxymethyl]-2-hydroxy-ethyl]carbamate